Bismuth copper tellurium oxygen [O].[Te].[Cu].[Bi]